ClC1=CC=C(C=C1)S(=O)OC methyl 4-chlorobenzenesulfinate